C12(CC(C1)(C2)C(=O)N)C(=O)N bicyclo[1.1.1]pentane-1,3-diformamide